bromo-4-methoxyisoquinoline BrC1=NC=C(C2=CC=CC=C12)OC